FC1=C(C=CC(=C1F)OC)C1=CN=C2N1C=CN=C2NC2=CC(=C(C=C2)C(=O)N2CCN(CC2)C(=O)[C@@H]2[C@@H](CNCC2)O)C |r| [4-[[3-(2,3-difluoro-4-methoxyphenyl)imidazo[1,2-a]pyrazin-8-yl]amino]-2-methylphenyl]-[4-[rac-(3S,4S)-3-hydroxypiperidine-4-carbonyl]piperazin-1-yl]methanone